5-(2-(((1r,4r)-4-aminocyclohexyl)amino-8-ethylquinazolin-6-yl)-1H-pyrazol-3-yl)-2-chlorobenzenesulfonamide NC1CCC(CC1)NC1=NC2=C(C=C(C=C2C=N1)N1NC=CC1C=1C=CC(=C(C1)S(=O)(=O)N)Cl)CC